4-fluoro-N-[4-fluoro-5-[6-[(2R,6S)-2,6-dimethylmorpholin-4-yl]pyridin-3-yl]-2-[(3R)-3,4-dimethylpiperazin-1-yl]phenyl]-2-(trifluoromethyl)benzamide tris(2,4-di-t-butylphenyl)-phosphite C(C)(C)(C)C1=C(C=CC(=C1)C(C)(C)C)OP(OC1=C(C=C(C=C1)C(C)(C)C)C(C)(C)C)OC1=C(C=C(C=C1)C(C)(C)C)C(C)(C)C.FC1=CC(=C(C(=O)NC2=C(C=C(C(=C2)C=2C=NC(=CC2)N2C[C@H](O[C@H](C2)C)C)F)N2C[C@H](N(CC2)C)C)C=C1)C(F)(F)F